CC1CN(CC=C1)C(CC(=O)N1CCOCC1)=O 3-methyl-1-(3-morpholino-3-oxopropanoyl)-1,2,3,6-tetrahydropyridin